3-(4-(2-methylpropyl)-2-methyl-phenyl)propanal CC(CC1=CC(=C(C=C1)CCC=O)C)C